trans-dichloropropene ClC(=CC)Cl